2-(1H-pyrazol-4-yl)pyridine dihydrochloride Cl.Cl.N1N=CC(=C1)C1=NC=CC=C1